5-(((5-chloro-6-((2,2'-dichloro-4''-(2-((2-hydroxyethyl)amino)ethoxy)-[1,1':3',1''-terphenyl]-3-yl)methoxy)-3-formylpyridin-2-yl)oxy)methyl)nicotinonitrile ClC=1C=C(C(=NC1OCC=1C(=C(C=CC1)C1=C(C(=CC=C1)C1=CC=C(C=C1)OCCNCCO)Cl)Cl)OCC=1C=NC=C(C#N)C1)C=O